O1C(CCCC1)O[C@H]1C[C@@H](CCC1)N1C(C2(C3=C1N=C(N=C3)NC3CCN(CC3)S(=O)(=O)C3=CC(=CC=C3)N3CCNCC3)CC2)=O 7'-[(1R,3R)-3-(oxan-2-yloxy)cyclohexyl]-2'-({1-[3-(piperazin-1-yl)benzenesulfonyl]piperidin-4-yl}amino)spiro[cyclopropane-1,5'-pyrrolo[2,3-d]pyrimidin]-6'-one